COC1=C(C=C(C=C1)OC1=CC=C(C=C1)C(F)(F)F)NC(=O)C1CN(CC(N1C)=O)C(=O)OC(C)(C)C tert-Butyl 3-((2-methoxy-5-(4-(trifluoromethyl)phenoxy)phenyl)carbamoyl)-4-methyl-5-oxopiperazine-1-carboxylate